3-bromo-2-[2-(3,4-difluoro-2-methyl-phenoxy)-5-methyl-6-(trifluoromethyl)-3-pyridinyl]-4-oxo-1H-1,6-naphthyridine-5-carboxamide BrC1=C(NC=2C=CN=C(C2C1=O)C(=O)N)C=1C(=NC(=C(C1)C)C(F)(F)F)OC1=C(C(=C(C=C1)F)F)C